C(C)(C)(C)OC(=O)N(C=1SC(=C(N1)C(=O)OC)CCCOC1=C(C=C(C=C1)I)F)CCCC1=C(N=NC(=C1C)Cl)Cl methyl 2-{[(tert-butoxy)carbonyl][3-(3,6-dichloro-5-methylpyridazin-4-yl)propyl]amino}-5-[3-(2-fluoro-4-iodophenoxy)propyl]-1,3-thiazole-4-carboxylate